FC(C=1C=C(OC2=CC=C(C=C2)CCO)C=CC1)(F)F 2-(4-(3-(trifluoromethyl)phenoxy)phenyl)ethan-1-ol